2-cyanoethyl (1-(2-(9-methyl-11-oxo-2,3,5,6,7,11-hexahydro-1H-pyrano[2,3-f]pyrido[3,2,1-ij]quinolin-10-yl)acetyl)piperidin-4-yl) diisopropylphosphoramidite C(C)(C)N(P(OCCC#N)OC1CCN(CC1)C(CC1=C(C=2C(=C3CCCN4C3=C(C2)CCC4)OC1=O)C)=O)C(C)C